CC=1C=C(C=CC1C)CC1=CC(=C(C=C1)C)C bis-(3,4-dimethylphenyl)-methane